C(N)(=O)C1=C(N(N=C1C=1C=NC(=CC1)C(C(=O)NC1=NOC(=C1)CC(C)(C)C)C)C(C)C)NC(OC(C)(C)C)=O tert-Butyl N-[4-carbamoyl-5-[6-[2-[[5-(2,2-dimethylpropyl)isoxazol-3-yl]amino]-1-methyl-2-oxoethyl]-3-pyridyl]-2-isopropyl-pyrazol-3-yl]carbamate